FC1=C(C=C(C(=C1)C(C)(C)O)O)CC(=O)NC1=CC2=C(NC(=N2)C2(CC2)C(F)(F)F)C=C1 2-[2-fluoro-5-hydroxy-4-(1-hydroxy-1-methyl-ethyl)phenyl]-N-[2-[1-(trifluoromethyl)cyclopropyl]-1H-benzimidazol-5-yl]acetamide